benzoic acid 2-aminoethyl ester hydrochloride Cl.NCCOC(C1=CC=CC=C1)=O